7-(4-bromo-3-chloro-benzoyl)-2-[4-(cyclopropoxy)phenyl]-3-oxo-N-[rac-(1S)-1-(2-pyrazol-1-ylphenyl)ethyl]-6,8-dihydro-5H-imidazo[1,5-a]pyrazine-1-carboxamide BrC1=C(C=C(C(=O)N2CC=3N(CC2)C(N(C3C(=O)N[C@@H](C)C3=C(C=CC=C3)N3N=CC=C3)C3=CC=C(C=C3)OC3CC3)=O)C=C1)Cl |r|